ClC1=NC(=CC(=C1)C1=C(C(=O)O)C=C(C=C1)C#N)C1CC1 2-(2-chloro-6-cyclopropylpyridin-4-yl)-5-cyanobenzoic acid